COC(=O)C1=CC=C2N=C(C=3N(C2=C1)C(=NC3C)C)NCC3=C(C=C(C=C3)OC)OC.NC3=CC=C(C=C3)C3(CCCCC3)C3=CC=C(C=C3)N 1,1-Bis(4-aminophenyl)cyclohexane methyl-4-((2,4-dimethoxybenzyl)amino)-1,3-dimethylimidazo[1,5-a]quinoxaline-8-carboxylate